BrC1=CC=C(C=C1)C(C(F)(F)F)NC1=C(C=CC=C1)N1CCC(CC1)(C)COC N-(1-(4-bromophenyl)-2,2,2-trifluoroethyl)-2-(4-(methoxymethyl)-4-methylpiperidin-1-yl)aniline